2-(cyclopropoxy)-5-fluoro-3-hydroxy-6-(4-iodo-2-methyl-pyrazol-3-yl)benzonitrile C1(CC1)OC1=C(C#N)C(=C(C=C1O)F)C=1N(N=CC1I)C